COC([C@H](N(C)C1=C(C=NC=C1[N+](=O)[O-])Br)C(C)C)=O (3-bromo-5-nitropyridin-4-yl)-N-methyl-D-valine methyl ester